[Si](C)(C)(C(C)(C)C)O[C@H]1C[C@@H]2CC[C@H]3[C@@H]4CC[C@@H]([C@@]4(C)CC[C@@H]3[C@]2(CC1)C)C(C(=O)O)CC(=O)O.ClC1=C(C=CC(=C1I)F)NS(=O)(=O)C(C)CC N-(2-chloro-4-fluoro-3-iodophenyl)butane-2-sulfonamide 3α-(Tert-butyldimethylsilyloxy)-5α-androstan-17β-yl-succinate